4-(oxazole-2-yl)benzoic acid O1C(=NC=C1)C1=CC=C(C(=O)O)C=C1